C1(CCCCC1)C[C@@H](C(=O)N[C@@H](C[C@@H]1C(NCC1)=O)C(CO)=O)NC(=O)C1(C2=CC=CC=C2C=2C=CC=CC12)NC(C(F)(F)F)=O N-((S)-3-cyclohexyl-1-(((S)-4-hydroxy-3-oxo-1-((R)-2-oxopyrrolidin-3-yl)butan-2-yl)amino)-1-oxopropan-2-yl)-9-(2,2,2-trifluoroacetamido)-9H-fluorene-9-carboxamide